FC(F)C=1C2=C(N=C(N1)SC)N(C(C=C2)=O)[C@H]2[C@](CCC2)(C)O (difluoromethyl)-8-((1R,2R)-2-hydroxy-2-methylcyclopentyl)-2-(methylsulfanyl)pyrido[2,3-d]Pyrimidin-7(8H)-one